7-fluoro-2-((2R,4S)-2-fluoro-4-((6-oxo-5-(trifluoromethyl)-1,6-dihydropyridazin-4-yl)oxy)pentyl)-6-(5-(trifluoromethyl)pyrimidin-2-yl)isoquinolin-1(2H)-one FC1=C(C=C2C=CN(C(C2=C1)=O)C[C@@H](C[C@H](C)OC=1C=NNC(C1C(F)(F)F)=O)F)C1=NC=C(C=N1)C(F)(F)F